S(=O)(=O)(C)C=1C=C(C(OC)=CC1)NCC#CC1=CC(=C2C=NN(C2=C1)CC(F)(F)F)C(=O)N1CCN(CC1)C {6-[3-(4-mesyl-2-anisidino)-1-propynyl]-1-(2,2,2-trifluoroethyl)-1H-indazol-4-yl}(4-methyl-1-piperazinyl)methanone